6-cyclopropoxy-2-(2-hydroxy-spiro[3.5]nonan-7-yl)-N-(pyrazolo[1,5-a]pyrimidin-3-yl)-2H-indazole-5-carboxamide C1(CC1)OC=1C(=CC2=CN(N=C2C1)C1CCC2(CC(C2)O)CC1)C(=O)NC=1C=NN2C1N=CC=C2